ClC=1C=NN(C1C(=O)NC1=NC=C(C=C1C)C#CC1=CC=CC=C1)C1CN(C1)C(CC)=O 4-chloro-N-(3-methyl-5-(phenylethynyl)pyridin-2-yl)-1-(1-propionylazetidin-3-yl)-1H-pyrazole-5-carboxamide